NC1=NC(N(C=C1)C1OC(C(C1O)O)CO)=O 4-amino-1-[3,4-dihydroxy-5-(hydroxymethyl)tetrahydrofuran-2-yl]pyrimidin-2(1H)-one